di-tert-butyl phosphate sodium salt [Na+].P(=O)(OC(C)(C)C)(OC(C)(C)C)[O-]